4-(1-(4-((diethylamino)methyl)-2-(trifluoromethyl)phenyl)-1H-imidazol-4-yl)-N-(1-(methylsulfonyl)piperidin-4-yl)-5-(trifluoromethyl)pyrimidin-2-amine C(C)N(CC)CC1=CC(=C(C=C1)N1C=NC(=C1)C1=NC(=NC=C1C(F)(F)F)NC1CCN(CC1)S(=O)(=O)C)C(F)(F)F